FC=1C=C(C=CC1O)C1=CC(=C(C=C1)O)F 3,3'-difluoro-4,4'-dihydroxybiphenyl